C1(CC1)C1=C(C=2C=NC(=C(C2N1)C1=NC2=C(N1)C=CC(=C2OCC(F)F)C2CCNCC2)OC)C#N 2-cyclopropyl-7-(4-(2,2-difluoroethoxy)-5-(piperidin-4-yl)-1H-benzo[d]imidazol-2-yl)-6-methoxy-1H-pyrrolo[3,2-c]pyridine-3-carbonitrile